5-(3-((1-methylpiperidin-4-yl)oxy)quinoxalin-6-yl)-N-(3,3,3-trifluoropropyl)-7H-pyrrolo[2,3-d]pyrimidin-2-amine CN1CCC(CC1)OC=1C=NC2=CC=C(C=C2N1)C1=CNC=2N=C(N=CC21)NCCC(F)(F)F